4-(6-((2-amino-2-oxo-1-phenylethyl)thio)-3,5-dicyano-4-ethylpyridin-2-yl)-1,4-diazepan-1-carboxylic acid tert-butyl ester C(C)(C)(C)OC(=O)N1CCN(CCC1)C1=NC(=C(C(=C1C#N)CC)C#N)SC(C(=O)N)C1=CC=CC=C1